ClC1=NC=C2C=CC(N(C2=C1)C1CCCC1)=O 7-chloro-1-cyclopentyl-2-oxo-1,2-dihydro-1,6-naphthyridine